FC1(C[C@@](NC1)(C)C1=NN(C=N1)C1=C(C=C(C=N1)NC(CN1N=C(C=C1C)C(F)(F)F)=O)F)F (S)-N-(6-(3-(4,4-difluoro-2-methylpyrrolidin-2-yl)-1H-1,2,4-triazol-1-yl)-5-fluoropyridin-3-yl)-2-(5-methyl-3-(trifluoromethyl)-1H-pyrazol-1-yl)acetamide